2-(Hexane-1-Sulfonyl)-Acrylonitrile C(CCCCC)S(=O)(=O)C(C#N)=C